ClC=1C(=NC=CC1)N1N=C(C=C1C(=O)NC=1C(=CC=2N(C1C(=O)NCCC)N=CC2)C)C(F)(F)F 6-(1-(3-chloropyridin-2-yl)-3-(trifluoromethyl)-1H-pyrazole-5-carboxamido)-5-methyl-N-propylpyrazolo[1,5-a]pyridine-7-carboxamide